methyl 2-[6-chloro-1-(cyclopropylmethyl)pyrrolo[2,3-b]pyridin-2-yl]-5-methoxy-3-methyl-imidazo[1,2-a]pyridine-7-carboxylate ClC1=CC=C2C(=N1)N(C(=C2)C=2N=C1N(C(=CC(=C1)C(=O)OC)OC)C2C)CC2CC2